7-(Oxiran-2-yl)-4H-chromeno[3,4-d]thiazole O1C(C1)C=1C=CC2=C(C1)OCC=1N=CSC12